[Si](C)(C)(C(C)(C)C)O[C@@H]1[C@H](CCC1)OCC1=NC=CC=N1 2-((((1S,2S)-2-((tert-butyldimethylsilyl)oxy)cyclopentyl)oxy)methyl)pyrimidine